NC=1N=C(SC1C(C1=CC=C(C=C1)OC(F)(F)F)=O)N(C1=CC=C(C=C1)F)[C@H](C(=O)N)C (S)-2-(N-[4-amino-5-[4-(trifluoromethoxy)benzoyl]thiazol-2-yl]-4-fluoro-anilino)propanamide